1-(3-cyanophenyl)-N-(5-((cyclopropylmethylamino)(pyridin-2-yl)methyl)-2-fluorophenyl)-3-(trifluoromethyl)-1H-pyrazole-5-carboxamide C(#N)C=1C=C(C=CC1)N1N=C(C=C1C(=O)NC1=C(C=CC(=C1)C(C1=NC=CC=C1)NCC1CC1)F)C(F)(F)F